CC(C)(C1=CC(=C(C(=C1)Br)OCC1OC1)Br)C1=CC(=C(C(=C1)Br)OCC1OC1)Br 2,2'-[(1-Methylethyliden)bis[(2,6-dibromo-4,1-phenylen)-oxymethylen]]bisoxiran